(R)-7-bromo-4-methyl-5-nitro-8-((tetrahydrofuran-3-yl)oxy)-3,4-dihydro-2H-benzo[b][1,4]oxazine-6-carboxylic acid methyl ester COC(=O)C1=C(C2=C(OCCN2C)C(=C1Br)O[C@H]1COCC1)[N+](=O)[O-]